SCCSC(CS)CSCCS 2,3-bis(2-sulfanylethylsulfanyl)propane-1-thiol